N-(2,3-dihydro-1H-indene-1-carbonyl)-O-(trans-3-(2-(5,6,7,8-tetrahydro-1,8-naphthyridin-2-yl)ethyl)cyclobutyl)homoserine C1(CCC2=CC=CC=C12)C(=O)N[C@@H](CCO[C@@H]1C[C@H](C1)CCC1=NC=2NCCCC2C=C1)C(=O)O